O(C#N)C1=C(C=CC(=C1)OC#N)C(=O)C methyl (2,4-dicyanatophenyl) ketone